OC(C)(C)C1C(C1)C(=O)NC=1N=CC2=C(N=CC(=C2C1)C=1OC2=C(N1)C=C(C=C2)N2C[C@@H](OCC2)C)NC 2-(2-hydroxypropan-2-yl)-N-(8-(methylamino)-5-(5-((S)-2-methylmorpholino)benzo[d]oxazol-2-yl)-2,7-naphthyridin-3-yl)cyclopropane-1-carboxamide